ClC1=CC=C(OC(C(=O)N2CCC(CC2)NC(NC2=CC=C(C(=O)O)C=C2)=O)(C)C)C=C1 4-(3-(1-(2-(4-chlorophenoxy)-2-methylpropanoyl)piperidin-4-yl)ureido)benzoic acid